N-butyl-azetidine-3-carboxamide hydrochloride Cl.C(CCC)NC(=O)C1CNC1